3-fluoro-N-(2-(4-(methoxymethyl)-3-((1R,3R)-3-methyl-2-(2,2,2-trifluoroethyl)-2,3,4,9-tetrahydro-1H-pyrido[3,4-b]indol-1-yl)phenoxy)ethyl)propan-1-amine FCCCNCCOC1=CC(=C(C=C1)COC)[C@H]1N([C@@H](CC2=C1NC1=CC=CC=C21)C)CC(F)(F)F